C(C)(C)C1=CC(=NN1)NC1=CN=CC(=N1)O[C@H]1[C@@H]([C@@H]2CC[C@H](C1)N2C(=O)OC(C)(C)C)C tert-butyl (1S,2R,3R,5R)-3-((6-((5-isopropyl-1H-pyrazol-3-yl)amino)pyrazin-2-yl)oxy)-2-methyl-8-azabicyclo[3.2.1]octane-8-carboxylate